2-Chloro-5-(3-chloro-1-((2-(trimethylsilyl)ethoxy)methyl)-1H-pyrazol-4-yl)-N-(2,4-dimethoxybenzyl)pyrimidin-4-amine ClC1=NC=C(C(=N1)NCC1=C(C=C(C=C1)OC)OC)C=1C(=NN(C1)COCC[Si](C)(C)C)Cl